BrC=1C=C(C=CC1)CC(=O)NC1=C(C=C(C=C1C)N1CCOCC1)C 2-(3-Bromo-phenyl)-N-(2,6-dimethyl-4-morpholin-4-yl-phenyl)-acetamide